C(N)(=O)C=1N(C2=CC(=CC=C2C1)OC(F)(F)F)C1=CC=CC(=N1)[C@H]1[C@@H](C1)C(=O)O trans-(+)-2-(6-(2-carbamoyl-6-(trifluoromethoxy)-1H-indol-1-yl)pyridin-2-yl)cyclopropane-1-carboxylic acid